(S)-4-N-tert-butyloxycarbonyl-2-methylpiperazine C(C)(C)(C)OC(=O)N1C[C@@H](NCC1)C